OC1=C(C=CC=C1)C1=NOC=C1 (2-hydroxyphenyl)isoxazole